N1=C(C=CC=C1)CNCC1=CC=C(C=C1)CN1CC(C(C1)N)N 1-[[4-[[(2-pyridylmethyl)amino]methyl]phenyl]methyl]-3,4-diaminopyrrolidine